C1(CCCCC1)N=C(N(CCC[Si](OC)(OC)OC)C)NC1CCCCC1 (Z)- or (E)-2,3-dicyclohexyl-1-methyl-1-(3-(trimethoxysilyl)propyl)-guanidine